BrC=1N=C2N(N1)C(CC2O)C2=C(C=CC=C2)Cl 2-bromo-5-(2-chlorophenyl)-6,7-dihydro-5H-pyrrolo[1,2-b][1,2,4]triazol-7-ol